2-chloro-4-aminotoluene ClC1=C(C)C=CC(=C1)N